1-(5-tert-butylisoxazol-3-yl)-3-(4-(1-(4-(2-morpholinoethoxy)-2-nitrophenyl)-1H-1,2,3-triazol-4-yl)phenyl)urea C(C)(C)(C)C1=CC(=NO1)NC(=O)NC1=CC=C(C=C1)C=1N=NN(C1)C1=C(C=C(C=C1)OCCN1CCOCC1)[N+](=O)[O-]